1-(2',3',5'-triacetyl-beta-d-ribofuranosyl)-1,4-dihydronicotinamide C(C)(=O)[C@@]1([C@@H](O[C@@H]([C@]1(O)C(C)=O)C(O)C(C)=O)N1C=C(C(=O)N)CC=C1)O